BrC=1C=CC=2C3=C(NC2C1)C=C(N=C3O)CC3=CSC=C3 7-bromo-3-(thien-3-ylmethyl)-5H-pyrido[4,3-b]indol-1-ol